C(=O)(OC(C)(C)C)C(C(C([C@](N([2H])[2H])(C(=O)O)[2H])([2H])[2H])(C)[2H])[2H] Boc-L-leucine-d7